1-(3-methoxybenzyl)-1-(3-morpholinobenzyl)thiourea COC=1C=C(CN(C(=S)N)CC2=CC(=CC=C2)N2CCOCC2)C=CC1